BrC=1C(=CC=2C3=C(C(=NC2C1F)SC)N=NN3[C@@H]3C[C@H](N(CC3)C(=O)OC(C)(C)C)CC#N)Cl tert-butyl (2S,4S)-4-(7-bromo-8-chloro-6-fluoro-4-(methylthio)-1H-[1,2,3]triazolo[4,5-c]quinolin-1-yl)-2-(cyanomethyl)piperidine-1-carboxylate